N-(1-(3-cyano-9-ethyl-6,6-dimethyl-11-oxo-6,11-dihydro-5H-benzo[b]carbazol-8-yl)piperidin-4-yl)-3-(2-((2-(2,6-dioxopiperidin-3-yl)-1,3-dioxoisoindolin-4-yl)amino)ethoxy)propanamide C(#N)C1=CC=C2C=3C(C4=C(C(C3NC2=C1)(C)C)C=C(C(=C4)CC)N4CCC(CC4)NC(CCOCCNC4=C1C(N(C(C1=CC=C4)=O)C4C(NC(CC4)=O)=O)=O)=O)=O